(R)-2-(4-Methylcyclohex-3-enyl)-propan-2-ol CC1=CC[C@@H](CC1)C(C)(C)O